N-([1,1'-biphenyl]-4-yl)naphthalene-2-amine C1(=CC=C(C=C1)NC1=CC2=CC=CC=C2C=C1)C1=CC=CC=C1